1-{6-[4-({(1R)-1-[3-(difluoromethyl)-2-fluorophenyl]ethyl}amino)-2,7-dimethylpyrido[2,3-d]pyrimidin-6-yl]-2,6-diazaspiro[3.3]heptan-2-yl}ethan-1-one FC(C=1C(=C(C=CC1)[C@@H](C)NC=1C2=C(N=C(N1)C)N=C(C(=C2)N2CC1(CN(C1)C(C)=O)C2)C)F)F